CNC1C(CCCC1)NCCCN1CCCC1 N1-methyl-N2-(3-(pyrrolidine-1-yl)propyl)-cyclohexane-1,2-diamine